C(CC)(=O)N1CCC(CC1)O 1-propionyl-4-hydroxypiperidine